C1CC12C[C@@H](NCC2)C(=O)NC2(CC2)C2=CC=C(C(=O)OC)C=C2 methyl (R)-4-(1-(6-azaspiro[2.5]octane-5-carboxamido)cyclopropyl)benzoate